2-[6-[(E)-2-(aminomethyl)-3-fluoro-allyloxy]-1-oxo-3,4-dihydroisoquinolin-2-yl]-N-isobutyl-acetamide hydrochloride Cl.NC/C(/COC=1C=C2CCN(C(C2=CC1)=O)CC(=O)NCC(C)C)=C\F